C(C=C)O[C@@H]1[C@@H]([C@H]([C@H]([C@H](O1)CN1N=NC(=C1)C1=CC(=CC=C1)OC)O)O)N (2R,3R,4R,5R,6S)-6-(allyloxy)-5-amino-2-((4-(3-methoxyphenyl)-1H-1,2,3-triazol-1-yl)methyl)tetrahydro-2H-pyran-3,4-diol